(11R)-11-fluoro-13-oxa-4,5,9,18,19,22-hexaazatetracyclo[12.5.2.12,5.017,20]docosa-1(19),2(22),3,14(21),15,17(20)-hexaen-8-one F[C@@H]1CNC(CCN2N=CC(C3=NNC=4C=CC(OC1)=CC34)=N2)=O